10-amino-N-((2-(2,6-dioxopiperidin-3-yl)-1-oxoisoindolin-5-yl)methyl)decanamide hydrochloride Cl.NCCCCCCCCCC(=O)NCC=1C=C2CN(C(C2=CC1)=O)C1C(NC(CC1)=O)=O